N2-(2-(1H-1,2,4-triazol-1-yl)ethyl)-6-fluoro-N5-(4-fluorobenzyl)-[1,1'-biphenyl]-2,5-diamine N1(N=CN=C1)CCNC=1C(=C(C(=CC1)NCC1=CC=C(C=C1)F)F)C1=CC=CC=C1